(R)-6-chloro-2-methyl-N-(1-(2-methyl-3-(trifluoromethyl)phenyl)ethyl)pyridine ClC1=CC=C[C@H](N1C(C)C1=C(C(=CC=C1)C(F)(F)F)C)C